4-Ethylsulfanyl-1-[(4-fluorophenyl)methyl]-6-methyl-indolin-5-amine C(C)SC1=C2CCN(C2=CC(=C1N)C)CC1=CC=C(C=C1)F